C1(CC1)N1C(N(CC=2C1=NC(=NC2)SC)C2(CCN(C1=CC=CC=C21)C(=O)OC(C)(C)C)[2H])=O tert-butyl 4-(1-cyclopropyl-7-methylsulfanyl-2-oxo-4H-pyrimido[4,5-d]pyrimidin-3-yl)-4-deutero-2,3-dihydroquinoline-1-carboxylate